FC1=C(C(=C(C(=C1F)F)F)F)[B-](C1=C(C(=C(C(=C1F)F)F)F)F)(C1=C(C(=C(C(=C1F)F)F)F)F)C1=C(C(=C(C(=C1F)F)F)F)F tetrakis(perfluorophenyl)borat